NC=1N=NC(=CC1N1CCN(CCC1)C(=O)OC(C)(C)C)Cl tert-butyl 4-(3-amino-6-chloropyridazin-4-yl)-1,4-diazepane-1-carboxylate